2-(phenylselanyl)cyclohexyl 4-cyanobenzoate C(#N)C1=CC=C(C(=O)OC2C(CCCC2)[Se]C2=CC=CC=C2)C=C1